CC(C)(C1=NC=CC=C1)N1SC2=C(C1)C=C(C=C2)[N+](=O)[O-] 2-[1-methyl-1-(2-pyridyl)ethyl]-5-nitro-1,2-benzothiazole